C1(C(C1)C1=C(N=NC(=C1)C=1C(=NC(=NC1)OC)OC)C([2H])([2H])[2H])C1CC1 4-([1,1'-Bi(cyclopropane)]-2-yl)-6-(2,4-dimethoxypyrimidin-5-yl)-3-(methyl-d3)pyridazine